CN1C(N(CC1)C)=O 1,3-Dimethyl-2-imidazolidone